CN1CCC(CC1)CNC(C(CCSCCC(=O)OCC(CCCCCCCCCCCC)CCCCCCCCCC)NC(C(CCCCCCCCCC)CCCCCCCC)=O)=O 2-decyltetradecyl 3-((4-(((1-methylpiperidin-4-yl)methyl)amino)-3-(2-octyldodecanamido)-4-oxobutyl)thio)propanoate